C(C)(C)OC=1C(=NC=CC1)C=C1C(NC(C(N1)=O)=CC1=CC(=CC=C1)C(C1=CC=C(C=C1)F)=O)=O 3-((3-isopropoxypyridin-2-yl)methylene)-6-(3-(4-fluorobenzoyl)benzylidene)piperazine-2,5-dione